BrC1=C(C(=CC(=C1)F)F)C(C)[C@@]1(C(O[C@H](O1)C(C)(C)C)=O)C1=CC=CC=C1 (2S,5S)-5-(1-(2-bromo-4,6-difluorophenyl)ethyl)-2-(tert-butyl)-5-phenyl-1,3-dioxolan-4-one